N1=C(C=CC=C1)N1C(C=2N(CC1)C1=C(C2)C=CC=N1)=O 7-(pyridin-2-yl)-8,9-dihydropyrido[3',2':4,5]pyrrolo[1,2-a]pyrazin-6(7H)-one